N-{[3-(4-{[(3S,4R)-3-fluoro-1-methylpiperidin-4-yl]amino}-1-(2,2,2-trifluoroethyl)-1H-indol-2-yl)-1,2,4-oxadiazol-5-yl]methyl}-5-[(pyrrolidin-1-yl)methyl]thiophene-2-carboxamide F[C@H]1CN(CC[C@H]1NC1=C2C=C(N(C2=CC=C1)CC(F)(F)F)C1=NOC(=N1)CNC(=O)C=1SC(=CC1)CN1CCCC1)C